3-(4-(1'-(5-(2-((S)-1-(3-ethoxy-4-methoxyphenyl)-2-(methylsulfonyl)ethyl)-1-oxoisoindolin-5-yl)pentyl)-[1,4'-bipiperidin]-4-yl)phenyl)piperidine-2,6-dione C(C)OC=1C=C(C=CC1OC)[C@@H](CS(=O)(=O)C)N1C(C2=CC=C(C=C2C1)CCCCCN1CCC(CC1)N1CCC(CC1)C1=CC=C(C=C1)C1C(NC(CC1)=O)=O)=O